4-{2-[5-bromo-2-(5-methoxyquinoline-8-sulfonamido)phenyl]ethynyl}isoquinoline-1-carboxylic acid BrC=1C=CC(=C(C1)C#CC1=CN=C(C2=CC=CC=C12)C(=O)O)NS(=O)(=O)C=1C=CC(=C2C=CC=NC12)OC